trichlorosym-triazine ClC1=NC(=NC(=N1)Cl)Cl